trans-4-((3-(1-Cyclopropyl-1H-pyrazol-4-yl)phenyl) ((trans-4-(4-methoxy-3-methylphenyl)-cyclohexyl)-methyl)carbamoyl)cyclohexyl (2-(dimethylamino)ethyl)-carbamate CN(CCNC(O[C@@H]1CC[C@H](CC1)C(N(C[C@@H]1CC[C@H](CC1)C1=CC(=C(C=C1)OC)C)C1=CC(=CC=C1)C=1C=NN(C1)C1CC1)=O)=O)C